N(=[N+]=[N-])C([C@@H]1[C@H]([C@@H]([C@H](C(O1)NC1=NC(NC=C1CO)=O)O)O)O)O 6-azido-glucosyl-5-hydroxymethylcytosine